2,4-dichloro-7-(2-methoxy-4,6-dimethyl-phenyl)-1,8-naphthyridine ClC1=NC2=NC(=CC=C2C(=C1)Cl)C1=C(C=C(C=C1C)C)OC